C(C)OC=1C=C(OC2=CC=C(C=C2)N2C(N(C3=C2C=NC=C3)C=3C=C(C=CC3)NC(C=C)=O)=O)C=CC1 N-(3-(3-(4-(3-ethoxyphenoxy)phenyl)-2-oxo-2,3-dihydro-1H-imidazo[4,5-c]pyridin-1-yl)phenyl)acrylamide